5-phenylcyclopentane-1,2-diol C1(=CC=CC=C1)C1CCC(C1O)O